C1C(CC12CCNCC2)OC2=CC=CC=1N(C(N(C12)C)=O)C1C(NC(CC1)=O)=O 3-(4-((7-azaspiro[3.5]nonan-2-yl)oxy)-3-methyl-2-oxo-2,3-dihydro-1H-benzo[d]imidazol-1-yl)piperidine-2,6-dione